C(C#C)N1C2(CN(C2)C(=O)[O-])CNCC1 5-(prop-2-yn-1-yl)-2,5,8-triazaspiro[3.5]nonane-2-carboxylate